CC1(OB(OC1(C)C)C=1N=CC(=NC1)N1CCOCC1)C 4-(5-(4,4,5,5-tetramethyl-1,3,2-dioxaborolan-2-yl)pyrazin-2-yl)morpholine